vinylpyrrolidone dimethylaminoethylmethacrylate CN(C)CCOC(C(=C)C)=O.C(=C)N1C(CCC1)=O